N,N-dimethylaminoethyl alcohol CN(C)CCO